Tetrahydro-2H-pyran-3-yl-acetic acid benzyl ester C(C1=CC=CC=C1)OC(CC1COCCC1)=O